triazolo[5,1-i]purine N1C=NC=2N=CN3C(C12)=CN=N3